pyrroline-2-carbonitrile N1C(=CCC1)C#N